5-cyclopropyl-2-morpholinothiazolo[4,5-b]pyridin-6-amine C1(CC1)C1=C(C=C2C(=N1)N=C(S2)N2CCOCC2)N